C(C=C)[C@H]1CN(C[C@H]1O)C(=O)OC(C)(C)C (3S,4S)-TERT-BUTYL 3-ALLYL-4-HYDROXYPYRROLIDINE-1-CARBOXYLATE